4-(3-((methylsulfonyl)oxy)propyl)piperazine-1-carboxylic acid tert-butyl ester C(C)(C)(C)OC(=O)N1CCN(CC1)CCCOS(=O)(=O)C